NC1=CC=C(CC2=NNC=N2)C=C1 (4-aminobenzyl)-1,2,4-triazole